NC1=NC=C(C=C1C(=O)N[C@@H]1[C@H](CCC1)OCC1=CC=C(C=C1)C=1C=C2C(CN(C2=CC1)C1CCN(CC1)CC(=O)N)(C)C)C=1C=NN(C1)C 2-amino-N-{(1S,2S)-2-[(4-{1-[1-(2-amino-2-oxoethyl)piperidin-4-yl]-3,3-dimethyl-2,3-dihydro-1H-indol-5-yl}phenyl)methoxy]cyclopentyl}-5-(1-methyl-1H-pyrazol-4-yl)pyridine-3-carboxamide